N-benzyl-2-(7-chloronaphthalen-1-yl)acetamide C(C1=CC=CC=C1)NC(CC1=CC=CC2=CC=C(C=C12)Cl)=O